N-methylprop-2-en-1-amine CNCC=C